tert-Butyl (1R,5S)-8-(7-bromo-2-chloro-8-fluoroquinazolin-4-yl)-3,8-diazabicyclo[3.2.1]octane-3-carboxylate BrC1=CC=C2C(=NC(=NC2=C1F)Cl)N1[C@H]2CN(C[C@@H]1CC2)C(=O)OC(C)(C)C